C3-amino-4-cyclopropyl-6-(tributylstannyl)pyridineamide NC=1C(=NC(=CC1C1CC1)[Sn](CCCC)(CCCC)CCCC)C(=O)N